OC1=CC=C(C=C1)N(C(=O)C1=C(N(C(=C1)C1=CC2=C(OCO2)C=C1C(=O)N1CC2=CC=CC=C2C[C@H]1CN1CCOCC1)C)C)C N-(4-hydroxyphenyl)-N,1,2-trimethyl-5-(6-{[(3S)-3-(morpholin-4-ylmethyl)-3,4-dihydroisoquinolin-2(1H)-yl]carbonyl}-1,3-benzodioxol-5-yl)-1H-pyrrole-3-carboxamide